ethyl 1-methyl-2-(oxazolo[5,4-b]pyridin-2-ylamino)-1H-benzo[d]imidazole-5-carboxylate CN1C(=NC2=C1C=CC(=C2)C(=O)OCC)NC=2OC1=NC=CC=C1N2